(Z)-3-(4-((1-(2-(2,4-Difluorophenyl)-2-hydroxy-3-(1H-1,2,4-triazol-1-yl)propyl)-1H-1,2,3-triazol-4-yl)methoxy)phenyl)-1-(4-(4-(4-methoxybenzyl)piperazin-1-yl)phenyl)prop-2-en-1-one FC1=C(C=CC(=C1)F)C(CN1N=NC(=C1)COC1=CC=C(C=C1)\C=C/C(=O)C1=CC=C(C=C1)N1CCN(CC1)CC1=CC=C(C=C1)OC)(CN1N=CN=C1)O